FC1=CC=C(C=C1)N1C=NC=2C(NCCC21)C 4-fluorophenyl-4-methyl-4,5,6,7-tetrahydro-1H-imidazo[4,5-c]pyridine